7-(6-bromo-8-fluoro-1-naphthyl)-2-methyl-6,8-dihydro-5H-[1,2,4]triazolo[4,3-a]pyrazin-3-one BrC=1C=C2C=CC=C(C2=C(C1)F)N1CC=2N(CC1)C(N(N2)C)=O